C(=O)O.[GeH4] german format